(15R)-15-methyl-5-(2-methyl-6-piperazin-1-yl-3-pyridyl)-11-thia-6,14,17-triazatetracyclo[8.8.0.02,7.012,18]octadeca-1,3,5,7,9,12(18)-hexaen-13-one C[C@H]1NC(C=2SC3=CC=C4N=C(C=CC4=C3C2NC1)C=1C(=NC(=CC1)N1CCNCC1)C)=O